6-(3,6-diazabicyclo[3.1.1]heptan-3-yl)-2-(2,6-dioxopiperidin-3-yl)-4,5-difluoroisoindoline-1,3-dione C12CN(CC(N1)C2)C2=C(C(=C1C(N(C(C1=C2)=O)C2C(NC(CC2)=O)=O)=O)F)F